(Z)-3-(1-(4-amino-2-fluorobut-2-en-1-yl)-2-isopropyl-1H-benzo[d]imidazol-4-yl)-N-methylbenzenesulfonamide Hydrochloride Cl.NC\C=C(\CN1C(=NC2=C1C=CC=C2C=2C=C(C=CC2)S(=O)(=O)NC)C(C)C)/F